4-chloro-6-(4-methylpyrazol-1-yl)pyrimidine ClC1=NC=NC(=C1)N1N=CC(=C1)C